OC1C[C@H](CCC1)OC=1C(=CC(=NC1)C)C1=CC=2N(C=C1)N=C(C2)NC(=O)C2CC2 (S)-N-[5-[5-(3-hydroxycyclohexoxy)-2-methyl-4-pyridyl]pyrazolo[1,5-a]pyridin-2-yl]cyclopropanecarboxamide